FC(OC1=C(C(=CC(=C1)C=1N(N=C2C=C(C=C(C12)OCCCCO)C=1C=NN(C1)C)C)OC)C(=O)N1CC(C1)(C(F)(F)F)O)F [2-(difluoromethoxy)-4-[4-(4-hydroxybutoxy)-2-methyl-6-(1-methylpyrazol-4-yl)indazol-3-yl]-6-methoxyphenyl]-[3-hydroxy-3-(trifluoromethyl)azetidin-1-yl]methanone